N1=C(SC2=NC=CC=C21)NC(=O)C=2C=CC=C1CCN(CC21)C2=CC=CC(=N2)C(=O)O 6-(8-(thiazolo[5,4-b]pyridin-2-ylcarbamoyl)-3,4-dihydroisoquinolin-2(1H)-yl)picolinic acid